NC=1C=C(C=CC1)C=1C(=CC=CC1)C1=CC=CC=C1 3-aminoterphenyl